(R)-4-tert-butoxycarbonyl-2-formylmorpholine C(C)(C)(C)OC(=O)N1C[C@@H](OCC1)C=O